tert-Butyl N-[[2-[4-cyano-2-[2-methyl-5-(trifluoromethyl)pyrazol-3-yl]oxyphenyl]pyrimidin-5-yl]methyl]-N-[(2-methylpropan-2-yl)oxycarbonyl]carbamate C(#N)C1=CC(=C(C=C1)C1=NC=C(C=N1)CN(C(OC(C)(C)C)=O)C(=O)OC(C)(C)C)OC=1N(N=C(C1)C(F)(F)F)C